NC=1C(=CC(=C(C1)NC1=NC=C(C(=N1)N1CC(C2=NC(=CC=C21)C)(C)C)C(=O)OC(C)C)OC)N(C[C@H]2N(CCC2)C)C isopropyl (S)-2-((5-amino-2-methoxy-4-(methyl((1-methylpyrrolidin-2-yl)methyl)amino)phenyl)amino)-4-(3,3,5-trimethyl-2,3-dihydro-1H-pyrrolo[3,2-b]pyridin-1-yl)pyrimidine-5-carboxylate